C(C)N1C(NC2=CC(=CC=C2C1)CN1CCN(CC1)C=1C=CC(=NC1C)C(=O)NC1CC1)=O 5-(4-((3-ethyl-2-oxo-1,2,3,4-tetrahydroquinazolin-7-yl)methyl)piperazin-1-yl)-6-methyl-N-cyclopropylpyridinamide